FC(C(=O)O)(F)F.ClC=1C=C2C=CN(C2=C(C1)C1=C2C(=NC=C1)C=C(S2)CN2C(C1(CCC1)CC2=O)=O)CC2(CCNCC2)C#N 4-((5-Chloro-7-(2-((5,7-dioxo-6-azaspiro[3.4]octan-6-yl)methyl)thieno[3,2-b]pyridin-7-yl)-1H-indol-1-yl)methyl)piperidine-4-carbonitrile trifluoroacetate